C(C)(C)(C)OC(=O)N1C=C(C=2N=C(SC21)C=O)C(C)C 2-formyl-6-isopropyl-4H-pyrrolo[3,2-d]Thiazole-4-carboxylic acid tert-butyl ester